ClC=1C(=NC(=NC1)N1C[C@@H](C([C@@H](C1)C)(F)F)C)NC1=CC2=C(N(C(N2CCC(C)(C)O)=O)CCN2CCOCC2)C=C1 5-((5-Chloro-2-((3S,5R)-4,4-difluoro-3,5-dimethylpiperidin-1-yl)pyrimidin-4-yl)amino)-3-(3-hydroxy-3-methylbutyl)-1-(2-morpholinoethyl)-1,3-dihydro-2H-benzo[d]imidazol-2-on